COCCN1N=CC(=C1)N1N=CC2=CC=C(C=C12)OC1C=2C=CC(=CC2CCC1)C#N 5-((1-(1-(2-Methoxyethyl)-1H-pyrazol-4-yl)-1H-indazol-6-yl)oxy)-5,6,7,8-tetrahydronaphthalene-2-carbonitrile